(2R,6R)-2,6-dimethyl-4-[5-(trifluoromethyl)pyrimidin-2-yl]piperazine-1-carbonyl chloride C[C@H]1N([C@@H](CN(C1)C1=NC=C(C=N1)C(F)(F)F)C)C(=O)Cl